(N,N'-propylenedi(2-pyrrolylmethylamine)) nickel (II) [Ni+2].C(C(C)NCC=1NC=CC1)NCC=1NC=CC1